N,N'-di(3-tolyl)-N,N'-diphenyl-[1,1-biphenyl]-4,4'-diamine C1(=CC(=CC=C1)N(C1=CC=C(C=C1)C1=CC=C(C=C1)N(C1=CC=CC=C1)C=1C=C(C=CC1)C)C1=CC=CC=C1)C